IC1=NN(C(=C1C(C)C)C)C1=CC=2C(N=C1C=O)=NN(C2)C 5-[3-iodo-5-methyl-4-(propan-2-yl)-1H-pyrazol-1-yl]-2-methyl-2H-pyrazolo[3,4-b]pyridine-6-carbaldehyde